3-((2S)-3-(8-(4,5-dichlorothiophen-2-ylsulfonyl)-1-oxa-8-azaspiro[4.5]decan-3-ylamino)-2-hydroxypropoxy)-N-methylbenzenesulfonamide ClC=1C=C(SC1Cl)S(=O)(=O)N1CCC2(CC(CO2)NC[C@@H](COC=2C=C(C=CC2)S(=O)(=O)NC)O)CC1